(S)-8-(2-methyl-5-(trifluoromethyl)phenyl)-1,3,4,12a-tetrahydrobenzo[e]pyrazino[1,2-a][1,4]diazepine-6,12(2H,11H)-dione 2,2,2-trifluoroacetate FC(C(=O)O)(F)F.CC1=C(C=C(C=C1)C(F)(F)F)C1=CC2=C(NC([C@H]3N(C2=O)CCNC3)=O)C=C1